3-(3-(but-3-yn-1-yl)-3H-diazirin-3-yl)-1-(2-(({6-methoxypyridin-3-yl}methyl)amino)-1H-benzo[d]imidazol-1-yl)propan-1-one C(CC#C)C1(N=N1)CCC(=O)N1C(=NC2=C1C=CC=C2)NCC=2C=NC(=CC2)OC